C(C)(C)(C)OC(=O)N1[C@H](CC(C1)C1=C(C2=C(N=CN=C2N)N1C)C1=CC=C(C=C1)OC1=NC(=CC=C1)C)C (2S)-4-(4-amino-7-methyl-5-(4-((6-methylpyridin-2-yl)oxy)phenyl)-7H-pyrrolo[2,3-d]pyrimidin-6-yl)-2-methylpyrrolidine-1-carboxylic acid tert-butyl ester